trans-5-[2-(piperidin-4-yl)aminopyrimidin-4-yl]pyrazolo[1,5-a]pyrimidine N1CCC(CC1)NC1=NC=CC(=N1)C1=NC=2N(C=C1)N=CC2